(S)-3-(5-(4-(benzyloxy)butyl)-2-bromothiazol-4-yl)-2-((diphenylmethylene)amino)propanoate C(C1=CC=CC=C1)OCCCCC1=C(N=C(S1)Br)C[C@@H](C(=O)[O-])N=C(C1=CC=CC=C1)C1=CC=CC=C1